5-IODO-2-PYRIMIDINONE IC=1C=NC(NC1)=O